sodium thiobutenedioic acid-1,4-ditridecyl ester C(CCCCCCCCCCCC)OC(C=CC(=O)OCCCCCCCCCCCCC)=S.[Na]